N-{(3R)-1-[5-(2',6'-difluoro[1,1'-biphenyl]-2-yl)-4,5-dihydro-1,2-oxazol-3-yl]-4,4-difluoropyrrolidin-3-yl}methanesulfonamide FC1=C(C(=CC=C1)F)C1=C(C=CC=C1)C1CC(=NO1)N1C[C@H](C(C1)(F)F)NS(=O)(=O)C